1-(2-aminobenzo[d]oxazol-5-yl)-3-cyclopentylimidazo[1,5-a]pyrazin-8-amine NC=1OC2=C(N1)C=C(C=C2)C=2N=C(N1C2C(=NC=C1)N)C1CCCC1